ClC=1C=CC(=C(C1)C1=CC(N(C=C1OC)C(C(=O)NC1=CC(=C(C(=O)N)C=C1)F)CCOC)=O)N1C=NN=C1 4-[(2-{4-[5-chloro-2-(4H-1,2,4-triazol-4-yl)phenyl]-5-methoxy-2-oxopyridin-1(2H)-yl}-4-methoxybutyryl)amino]-2-fluorobenzamide